1-(5-(3-acetylphenyl)-1H-indol-3-yl)-3-(4-(trifluoromethyl)phenyl)urea C(C)(=O)C=1C=C(C=CC1)C=1C=C2C(=CNC2=CC1)NC(=O)NC1=CC=C(C=C1)C(F)(F)F